N1=NC(=CC=C1)CN 1-(pyridazin-3-yl)methylamine